2-Ethynyl-N-(4-(2-methyl-2H-indazol-4-yl)phenethyl)thiazole-4-carboxamide tricalcium borate B([O-])([O-])[O-].[Ca+2].[Ca+2].[Ca+2].C(#C)C=1SC=C(N1)C(=O)NCCC1=CC=C(C=C1)C=1C2=CN(N=C2C=CC1)C.B([O-])([O-])[O-]